ClC=1C=CC(=C(C1)C=1C(=CC=C(C1)C=1OC(=NN1)C)C(=O)NC=1SC=2C(=NC=C(N2)C2=CC=C(C=C2)C#N)N1)OC 5'-chloro-N-(6-(4-cyanophenyl)thiazolo[4,5-b]pyrazin-2-yl)-2'-methoxy-5-(5-methyl-1,3,4-oxadiazol-2-yl)-[1,1'-biphenyl]-2-carboxamide